2-[1-oxo-8-(1H-pyrazolo[3,4-b]pyridin-5-ylamino)-2-isoquinolyl]-N-[(1S)-2,2,2-trifluoro-1-methyl-ethyl]acetamide O=C1N(C=CC2=CC=CC(=C12)NC=1C=C2C(=NC1)NN=C2)CC(=O)N[C@H](C(F)(F)F)C